FC1=C(C2=CC=CC=C2C=C1OC)O fluoro-3-methoxynaphthalene-1-ol